4-[(1S)-1-[[4-[4-(3-Chlorophenoxy)-1-piperidyl]tetrahydropyran-4-carbonyl]amino]ethyl]benzoic acid, hydrochloride Cl.ClC=1C=C(OC2CCN(CC2)C2(CCOCC2)C(=O)N[C@@H](C)C2=CC=C(C(=O)O)C=C2)C=CC1